2-(2,6-dioxopiperidin-3-yl)-1-oxo-N-((S)-1-p-tolylethyl)isoindoline-5-carboxamide O=C1NC(CCC1N1C(C2=CC=C(C=C2C1)C(=O)N[C@@H](C)C1=CC=C(C=C1)C)=O)=O